Cl.CN(C([O-])=O)CC1CCNCC1.[Br-].CC=1N=C(SC1C)N1N([NH2+]C(=N1)C1=CC=CC=C1)C1=CC=CC=C1.CC=1N=C(SC1C)N1N([NH2+]C(=N1)C1=CC=CC=C1)C1=CC=CC=C1 3-(4,5-Dimethylthiazol-2-yl)-2,5-diphenyltetrazolium bromide methyl-(piperidin-4-ylmethyl)carbamate hydrochloride